3-(4-((11-((R)-3-(4-amino-3-(4-phenoxyphenyl)-1H-pyrazolo[3,4-d]pyrimidin-1-yl)piperidin-1-yl)-11-oxoundecyl)thio)-1-oxoisoindoline-2-yl)piperidine-2,6-dione NC1=C2C(=NC=N1)N(N=C2C2=CC=C(C=C2)OC2=CC=CC=C2)[C@H]2CN(CCC2)C(CCCCCCCCCCSC2=C1CN(C(C1=CC=C2)=O)C2C(NC(CC2)=O)=O)=O